ClC=1C=C(C=CC1F)N(C(=O)[C@H]1N(C(N(C1)C(=O)OC(C)(C)C)=O)C(=O)OCC1=CC=CC=C1)C (S)-3-benzyl 1-tert-butyl 4-((3-chloro-4-fluorophenyl)(methyl)-carbamoyl)-2-oxoimidazolidine-1,3-dicarboxylate